(R)-5-{4-[4-(3,5-dimethylpyridin-2-yl)-2-methylpiperazine-1-carbonyl]phenyl}-5-isopropylimidazolidine-2,4-dione CC=1C(=NC=C(C1)C)N1CC(N(CC1)C(=O)C1=CC=C(C=C1)[C@@]1(C(NC(N1)=O)=O)C(C)C)C